NC(COCC)C1=NC=CC(=C1)NS(=O)(=O)C1CC1 N-(2-(1-amino-2-ethoxyethyl)pyridine-4-yl)cyclopropanesulfonamide